fluorenol C1=CC=C2C(=C1)C(C3=CC=CC=C32)O